(E)-7-bromo-8-iodo-2-(4-methoxybenzyl)-6-(2-methoxyvinyl)-3,4-dihydropyrrolo[1,2-a]pyrazin-1(2H)-one BrC=1C(=C2N(CCN(C2=O)CC2=CC=C(C=C2)OC)C1\C=C\OC)I